NC([C@H](C(C)C)NC(=O)[C@H]1NC(CC1)=O)=O (S)-N-((S)-1-amino-3-methyl-1-oxobutan-2-yl)-5-oxopyrrolidine-2-carboxamide